OC[C@H](C1=CC=CC=C1)NC1=NC(=NC=C1C1=NN=NN1)NC1=CC(=C(C(=O)N)C=C1)C 4-[[4-[[(1S)-2-hydroxy-1-phenyl-ethyl]amino]-5-(1H-tetrazol-5-yl)pyrimidin-2-yl]amino]-2-methyl-benzamide